COC1=C(C=C(C=C1)OC1CC(CCC1)C(F)(F)F)[N+](=O)[O-] 1-Methoxy-2-nitro-4-((3-(tri-fluoromethyl)cyclohexyl)oxy)-benzene